FC1=CC(=C(C=C1)NC=1C2=C(N=CN1)C=CN2C)O[C@H]2[C@@H](CCCC2)OC N-[4-fluoro-2-[(1R,2R)-2-methoxycyclohexyloxy]phenyl]-5-methyl-pyrrolo[3,2-d]pyrimidin-4-amine